benzyl 2-oxo-2-((1S,4R,6S)-6-phenyl-3-(2-phenylacetyl)-2-oxa-3,5-diazabicyclo[2.2.2]oct-7-en-5-yl)acetate O=C(C(=O)OCC1=CC=CC=C1)N1[C@@H]2N(O[C@H]([C@@H]1C1=CC=CC=C1)C=C2)C(CC2=CC=CC=C2)=O